[3-(morpholin-4-yl)phenyl]acetic acid N1(CCOCC1)C=1C=C(C=CC1)CC(=O)O